FC1(COCC2=NC=C(C=C21)C(=O)O)C 5-fluoro-5-methyl-5,8-dihydro-6H-pyrano[3,4-B]pyridine-3-carboxylic acid